NC=1C(NC(N(N1)C1=C(C(=C(C(=C1)Cl)OC1=NNC(C(=C1)C(C)C)=O)Cl)C)=O)=O 6-amino-2-[3,5-dichloro-4-[(5-isopropyl-6-oxo-1H-pyridazin-3-yl)oxy]-2-methylphenyl]-4H-1,2,4-triazine-3,5-dione